(R)-3-(6-(4-(2,2-dimethoxyethyl)piperazin-1-yl)pyridin-2-yl)-6-(2-(3-fluorophenyl)pyrrolidin-1-yl)imidazo[1,2-b]pyridazine COC(CN1CCN(CC1)C1=CC=CC(=N1)C1=CN=C2N1N=C(C=C2)N2[C@H](CCC2)C2=CC(=CC=C2)F)OC